ClC1=CC=C(S1)C(CCC(=O)OC)=O methyl 4-(5-chlorothiophen-2-yl)-4-oxobutyrate